[N+](=O)([O-])C1=C(OCC2=NN=C(O2)S)C=CC=C1 5-((2-nitrophenoxy)methyl)-2-mercapto-1,3,4-oxadiazole